2-(4-chloro-3-fluorophenoxy)-N-{3-(5-[[6-(trifluoromethyl)pyridin-3-yl]oxy]-1,3,4-oxadiazol-2-yl)bicyclo[1.1.1]pentan-1-yl}acetamide ClC1=C(C=C(OCC(=O)NC23CC(C2)(C3)C=3OC(=NN3)OC=3C=NC(=CC3)C(F)(F)F)C=C1)F